P(=O)(OC1=CC=CC=C1)(OC1=CC=CC=C1)OC1=CC=CC=C1 Triphenyl phosphate